FC=1C=C(C(=O)NCC23CCC(CC2)(CC3)N3N=C2C=C(C=CC2=C3)C=3C=NN(C3)C)C=C(C1O)F 3,5-difluoro-4-hydroxy-N-({4-[6-(1-methyl-1H-pyrazol-4-yl)-2H-indazol-2-yl]bicyclo[2.2.2]octan-1-yl}methyl)benzamide